2-(((1R)-1-(2-cyano-7-methyl-3-(1,1,2,2-tetrafluoro-6-azaspiro[3.4]-octan-6-yl)quinoxalin-5-yl)ethyl)-amino)benzoic acid C(#N)C1=NC2=CC(=CC(=C2N=C1N1CC2(CC(C2(F)F)(F)F)CC1)[C@@H](C)NC1=C(C(=O)O)C=CC=C1)C